dodecanol C(CCCCCCCCCCC)O